2-(1-(3-chlorophenyl)-2-hydroxyethyl)-6-(2-((1-methyl-1H-pyrazol-3-yl)amino)pyrimidin-4-yl)isoindolin-1-one ClC=1C=C(C=CC1)C(CO)N1C(C2=CC(=CC=C2C1)C1=NC(=NC=C1)NC1=NN(C=C1)C)=O